C1(CC1)C1=C(C(=NO1)C1=C(C=CC=C1Cl)Cl)CCN1C[C@H](N([C@@H](C1)C)C1=CC=C2C(=CN(C2=C1)C)C(=O)O)C 6-((2R,6R)-4-(2-(5-cyclopropyl-3-(2,6-dichlorophenyl)isoxazol-4-yl)ethyl)-2,6-dimethylpiperazin-1-yl)-1-methyl-1H-indole-3-carboxylic acid